o-chlorotrifluoromethoxybenzene C1=CC=C(C(=C1)OC(F)(F)F)Cl